(S*)-N5-(3-((2r,5S)-5-(1,3-Dioxoisoindolin-2-yl)-1,3-dioxan-2-yl)propyl)-N7,3-dimethyl-3-phenyl-2,3-dihydrobenzofuran-5,7-dicarboxamide O=C1N(C(C2=CC=CC=C12)=O)C1COC(OC1)CCCNC(=O)C=1C=C(C2=C([C@@](CO2)(C2=CC=CC=C2)C)C1)C(=O)NC |o1:28|